CN1C(N(C(C2N(C=NC12)C)=O)CCCCC(C)NC1=CC=CC=C1)=O 3,7-dimethyl-1-(5-(phenylamino)hexyl)-3,4,5,7-tetrahydro-1H-purine-2,6-dione